O1C=CC=2C=NC=3C=C(C=CC3C21)C(=O)[O-] furo[3,2-c]Quinoline-7-carboxylate